N[C@@]1(C([C@@H](CC1)NC=1C=2N(N=CC1C(=NC=1C=NC(=CC1CC)OC)N)C=C(C2)Br)(C)C)C 4-[[(1R,3S)-3-amino-2,2,3-trimethyl-cyclopentyl]amino]-6-bromo-N'-(4-ethyl-6-methoxy-3-pyridyl)pyrrolo[1,2-b]pyridazine-3-carboxamidine